FC(C=1C(N(C=C(C1)CCN(C)C)C(C(=O)N[C@@H](CC(=O)OCC)C=1C=C(C=CC1)C1=C(C=C(C=C1C)F)C)CC(C)C)=O)F ethyl (3S)-3-(2-(3-(difluoromethyl)-5-(2-(dimethylamino)ethyl)-2-oxopyridin-1(2H)-yl)-4-methylpentanamido)-3-(4'-fluoro-2',6'-dimethyl-[1,1'-biphenyl]-3-yl)propanoate